N-(2-hydroxy-2-methylCyclopropyl)thiazole-2-carboxamide OC1(C(C1)NC(=O)C=1SC=CN1)C